NC1=C2C(=NC(=N1)C)N(N=C2)CC(=O)N2[C@@H](C[C@H](C2)F)C(=O)NCC2=C(C(=CC=C2)Cl)F (2S,4R)-1-(2-(4-amino-6-methyl-1H-pyrazolo[3,4-d]pyrimidin-1-yl)acetyl)-N-(3-chloro-2-fluorobenzyl)-4-fluoropyrrolidine-2-carboxamide